C(#N)C=1C=C(C=CC1)C=1C=C(OC1C)C(=O)NC1=NC(=NS1)CC(C)O 4-(3-Cyanophenyl)-N-(3-(2-hydroxypropyl)-1,2,4-thiadiazol-5-yl)-5-methylfuran-2-carboxamide